1-octadecyl-2-(9Z-octadecenoyl)-glycero-3-phospho-(1'-sn-glycerol) CCCCCCCCCCCCCCCCCCOC[C@H](COP(=O)(O)OC[C@H](CO)O)OC(=O)CCCCCCC/C=C\CCCCCCCC